C(=O)(OCC1C2=CC=CC=C2C2=CC=CC=C12)N[C@@H](CC(NC(C1=CC=CC=C1)(C1=CC=CC=C1)C1=CC=CC=C1)=O)C(=O)O N-Fmoc-N'-tritylasparagine